ethylenebis(dithiocarbamic acid) manganese zinc salt [Zn+2].[Mn+2].C(CNC([S-])=S)NC([S-])=S.C(CNC([S-])=S)NC([S-])=S